1,1-difluoro-2-(4-iodophenylsulfonyloxy)ethanesulfonate FC(COS(=O)(=O)C1=CC=C(C=C1)I)(S(=O)(=O)[O-])F